(R)-N-((R)-1-cyano-2-((S)-2-oxopyrrolidin-3-yl)ethyl)-2-(4-methoxy-1H-indole-2-carbonyl)-2-azabicyclo[2.2.2]octane-3-carboxamide C(#N)[C@@H](C[C@H]1C(NCC1)=O)NC(=O)[C@@H]1N(C2CCC1CC2)C(=O)C=2NC1=CC=CC(=C1C2)OC